methyl-azopyrimidine CC1=NC(=NC=C1)N=NC1=NC=CC=N1